3-(4-(4'-chloro-5'-oxo-5'H-spiro[cyclohexane-1,7'-indolo[1,2-a]quinazolin]-10'-yl)piperidin-1-yl)propanoic acid ClC=1C=2C(N=C3N(C2C=CC1)C1=CC(=CC=C1C31CCCCC1)C1CCN(CC1)CCC(=O)O)=O